tert-Butyl 4-(2-ethoxyethyl)-1,4-diazepane-1-carboxylate C(C)OCCN1CCN(CCC1)C(=O)OC(C)(C)C